C(#N)C1=CC=C(C=C1)NC(=S)NN N-(4-cyanophenyl)hydrazinecarbothioamide